N-(6-cyclopropyl-2-((1,3-dioxoisoindolin-2-yl)methyl)imidazo[1,2-a]pyridin-8-yl)-N-methylacetamide C1(CC1)C=1C=C(C=2N(C1)C=C(N2)CN2C(C1=CC=CC=C1C2=O)=O)N(C(C)=O)C